(R)-4-fluoro-N-(1-(2-methyl-3-(trifluoromethyl)phenyl)ethyl)-7-(piperazin-1-yl)isoquinolin-1-amine FC1=CN=C(C2=CC(=CC=C12)N1CCNCC1)N[C@H](C)C1=C(C(=CC=C1)C(F)(F)F)C